NC1=C(C=C(C=C1Cl)Cl)C1=CC=C(C=C1)OCC(=O)OC Methyl [(2'-amino-3',5'-dichloro[1,1'-biphenyl]-4-yl)oxy]acetate